C(N)(=O)C1=C(SC=2C(OC(CC21)(C)C)(C)C)NC(=O)C2=NNC(=C2)CC N-(3-carbamoyl-5,5,7,7-tetramethyl-5,7-dihydro-4H-thieno[2,3-c]pyran-2-yl)-5-ethyl-1H-pyrazole-3-carboxamide